feruloyl-ethyl thioether C(\C=C\C1=CC(OC)=C(O)C=C1)(=O)SCC